NC=1C(=NC(=CN1)C1=C(C=CC(=C1)C=1C=NN(C1)CC(F)(F)F)O)C(=O)N[C@@H]1CNCCC1 (S)-3-amino-6-(2-hydroxy-5-(1-(2,2,2-trifluoroethyl)-1H-pyrazol-4-yl)phenyl)-N-(piperidin-3-yl)pyrazine-2-carboxamide